6a,7,10,10a-tetrahydrobenzo[c]chromene C1=C2C3C(COC2=CC=C1)CC=CC3